ClC=1C=C(N)C=C(C1)C=1CCOC(C1)C 3-chloro-5-(6-methyl-3,6-dihydro-2H-pyran-4-yl)aniline